C1=CC=CC=2C3=CC=CC=C3C(C12)COC(=O)N[C@@H](C(C)C)C(=O)O (((9H-fluoren-9-yl)methoxy)carbonyl)-L-valine